N1(CCCCC1)C=1C(=CC(=NC1)C(=O)N)NC(=O)C1=NN(C2=CC=CC=C12)CC(F)(F)F 5-(piperidin-1-yl)-4-(1-(2,2,2-trifluoroethyl)-1H-indazole-3-carboxamido)picolinamide